COC=1N=C2C(=CC=NC2=CC1OC)OC1=CC=C(C=C1)NC(=O)C=1C(C(=CN2C1COCC2)C2=COC=C2)=O N-[4-[(6,7-dimethoxy-1,5-naphthyridin-4-yl)oxy]phenyl]-7-(furan-3-yl)-8-oxo-3,4-dihydro-1H-pyrido[2,1-c][1,4]oxazine-9-carboxamide